(3S,4S)-1-cyclopropylmethyl-4-{[5-(2,4-difluoro-phenyl)-isoxazole-3-carbonyl]-amino}-piperidine-3-carboxylic acid bicyclopropyl-1-ylamide C1(CC1)(C1CC1)NC(=O)[C@H]1CN(CC[C@@H]1NC(=O)C1=NOC(=C1)C1=C(C=C(C=C1)F)F)CC1CC1